6-(5-cyano-1H-pyrrolo[2,3-b]pyridin-1-yl)-4-(((S)-1-cyclopropylethyl)amino)-N-((R)-2-fluoro-3-hydroxy-3-methylbutyl)nicotinamide C(#N)C=1C=C2C(=NC1)N(C=C2)C2=NC=C(C(=O)NC[C@H](C(C)(C)O)F)C(=C2)N[C@@H](C)C2CC2